C(C)(=O)C1=NC(=C2N1C1=CC(=CC=C1N=C2N)C(=O)N(NC)CC2=C(C=C(C=C2)Br)F)C acetyl-4-amino-N-(4-bromo-2-fluorobenzyl)-N',3-dimethylimidazo[1,5-a]quinoxaline-8-carbohydrazide